C(C(C)C)OC1=CC=C(C=C1)C=1C=CC=C2C=NC(=NC12)NC1=CC(=CC=C1)N1CCN(CC1)C 8-(4-isobutoxyphenyl)-N-(3-(4-methylpiperazin-1-yl)phenyl)quinazolin-2-amine